C(C)(C)(C)OC([C@@H](C(C)C)NC([C@@H](C(C)C)NC(=O)C1=C(C(=C(S1)NC(C(CC)C1=CC=C(C=C1)F)=O)C(=O)OC)C)=O)=O methyl 5-(((R)-1-(((R)-1-(tert-butoxy)-3-methyl-1-oxobutan-2-yl)amino)-3-methyl-1-oxobutan-2-yl)carbamoyl)-2-(2-(4-fluorophenyl)butanamido)-4-methylthiophene-3-carboxylate